ClC=1C=C(C=CC1)[C@]1(C(N(C2=C1C=CN=C2)C)=O)O (S)-3-(3-Chlorophenyl)-3-hydroxy-1-methyl-1,3-dihydro-2H-pyrrolo[3,2-d]pyridin-2-one